(8R,9R,10S)-N-(4-fluorophenyl)-10-(hydroxymethyl)-9-[4-(2-phenylethynyl)phenyl]-1,6-diazabicyclo[6.2.0]decane-6-carboxamide FC1=CC=C(C=C1)NC(=O)N1CCCCN2[C@@H]([C@@H]([C@@H]2C1)C1=CC=C(C=C1)C#CC1=CC=CC=C1)CO